FC1(COC1)CN (3-fluorooxetan-3-yl)methanamine